COC([C@H](C(C)C)N(C(=O)N1[C@@H](CN(CC1)C(=O)OCCCC)C)C)=O butyl (R)-4-(((S)-1-methoxy-3-methyl-1-oxobutan-2-yl)(methyl)carbamoyl)-3-methylpiperazine-1-carboxylate